NCC1=NNC(C2=CC=C(C=C12)C=1C=NN(C1C1=C(C#N)C(=CC(=C1)OC)CC)C)=O 2-(4-(4-(aminomethyl)-1-oxo-1,2-dihydrophthalazin-6-yl)-1-methyl-1H-pyrazol-5-yl)-6-ethyl-4-methoxybenzonitrile